4-(4,6-dimethoxy-1,3,5-triazin-2-yl)-4-methylmorpholinium chloride hydrate O.[Cl-].COC1=NC(=NC(=N1)OC)[N+]1(CCOCC1)C